tert-butyl (3S)-4-(6-fluoro-1-(2-isopropyl-4-methylpyridin-3-yl)-7-(6-methylbenzofuran-7-yl)-2-oxo-1,2-dihydropyrido[2,3-d]pyrimidin-4-yl)-3-methylpiperazine-1-carboxylate FC1=CC2=C(N(C(N=C2N2[C@H](CN(CC2)C(=O)OC(C)(C)C)C)=O)C=2C(=NC=CC2C)C(C)C)N=C1C1=C(C=CC=2C=COC21)C